2-[[(2S)-1-methylpyrrolidin-2-yl]methoxy]-N-(1-naphthyl)-6-piperazin-1-yl-pyrimidine-4-carboxamide CN1[C@@H](CCC1)COC1=NC(=CC(=N1)C(=O)NC1=CC=CC2=CC=CC=C12)N1CCNCC1